C(C)OC(CN1N=C(C2=C(C1=O)C=C(O2)C2CC2)C(C)C)=O (2-cyclopropyl-7-isopropyl-4-oxo-furo[2,3-D]pyridazin-5-yl)acetic acid ethyl ester